4-Hydroxy-1-methyl-proline OC1C[C@H](N(C1)C)C(=O)O